N1N=CN=C2C1=NC=N2 imidazo[4,5-e]-1,2,4-triazine